2-(2-(2-(2-chloroethoxy)ethoxy)ethoxy)acetic Acid ClCCOCCOCCOCC(=O)O